(1r,4r)-4-((4-(2-(4-(1-(dioxopiperidine-3-yl)-3-methyl-1H-indazol-4-yl)-1H-pyrazol-1-yl)ethyl)piperidin-1-ylmethyl)cyclohexyl)-1H-pyrazol O=C1C(C(NCC1)=O)N1N=C(C2=C(C=CC=C12)C=1C=NN(C1)CCC1CCN(CC1)CC1(CCCCC1)C=1C=NNC1)C